{7-methoxyimidazo[1,2-a]pyridin-2-yl}methanamine COC1=CC=2N(C=C1)C=C(N2)CN